CN1N=CC(=C1)NC1=NC=CC(=N1)N1C[C@H]2CC[C@@H](C1)N2C=O ((1R,5S)-3-(2-((1-methyl-1H-pyrazol-4-yl)amino)pyrimidin-4-yl)-3,8-diazabicyclo[3.2.1]oct-8-yl)methanone